((4-(8-(cyclopent-1-en-1-yl)-7-((2-methyl-1H-benzo[d]imidazol-6-yl)oxy)quinoxalin-2-yl)-1H-pyrazol-1-yl)methyl)cyclopropane C1(=CCCC1)C=1C(=CC=C2N=CC(=NC12)C=1C=NN(C1)CC1CC1)OC=1C=CC2=C(NC(=N2)C)C1